N1N=CC2=NC(=CC=C21)C#CC2=C(C=CC=1C(=NOC12)NC=1C=C(C=CC1)C(C#N)(C)C)C 2-(3-((7-((1H-pyrazolo[4,3-b]pyridin-5-yl)ethynyl)-6-methylbenzo[d]isoxazol-3-yl)amino)phenyl)-2-methylpropanenitrile